CC(CC)CCC(CCCC)CCC 3-methyl-6-propyldecane